BrC1=C(C=C(C(=O)N2CC3=C(C(N(C=4N3N=CC4CC#C)C4=CC=C(C(=O)NC)C=C4)=O)CC2)C=C1)C(F)(F)F 4-(8-(4-bromo-3-(trifluoromethyl)benzoyl)-5-oxo-3-(prop-2-yn-1-yl)-6,7,8,9-tetrahydropyrazolo[1,5-a]pyrido[4,3-e]pyrimidin-4(5H)-yl)-N-methylbenzamide